C(CCC)[Sn]OCC butyl-ethoxytin